((Piperazin-1,4-diylbis(ethan-2,1-diyl))bis(azantriyl))tetrakis(ethan-2,1-diyl)tetrakis(2-butyloctanoat) N1(CCN(CC1)CCN(CCC(C(=O)[O-])(CCCCCC)CCCC)CCC(C(=O)[O-])(CCCCCC)CCCC)CCN(CCC(C(=O)[O-])(CCCCCC)CCCC)CCC(C(=O)[O-])(CCCCCC)CCCC